cyclohexylamine thiophosphinate [PH2](O)=S.C1(CCCCC1)N